N1CC(C1)C=1N=C(C2=C(N1)N1C(=C2C2=CC(=C(C=C2)OC2=NC=CC(=N2)C)F)CNCC1)N (azetidin-3-yl)-5-(3-fluoro-4-((4-methylpyrimidin-2-yl)oxy)phenyl)-6,7,8,9-tetrahydropyrazino[1',2':1,5]pyrrolo[2,3-d]pyrimidin-4-amine